5-(4-(3-amino-5-ethynylpyridin-4-yl)-2-chloro-5-fluorobenzamido)-3-chloro-N-(1-cyanocyclopropyl)picolinamide NC=1C=NC=C(C1C1=CC(=C(C(=O)NC=2C=C(C(=NC2)C(=O)NC2(CC2)C#N)Cl)C=C1F)Cl)C#C